OC1(CCC(CC1)COC1=C(C=C(C=C1)S(=O)(=O)NC(C1=CC=CC=C1)=O)[N+](=O)[O-])C N-((4-(((1s,4s)-4-hydroxy-4-methylcyclohexyl)methoxy)-3-nitrophenyl)sulfonyl)benzamide